ClC1=NC(=NC(=N1)C1=CC=CC=2OC3=C(C21)C=CC=C3)C3=CC=CC2=C3C3=C(O2)C=CC(=C3)C=3C=CC=2N(C1=CC=CC=C1C2C3)C3=CC=CC=C3 3-[9-(4-Chloro-6-dibenzofuran-1-yl-[1,3,5]triazin-2-yl)-dibenzofuran-2-yl]-9-phenyl-9H-carbazol